(R)-5,6-difluoro-2,3-dihydro-1H-inden-1-amine FC=1C=C2CC[C@H](C2=CC1F)N